C=1(C(=CC=CC1)C(=O)OCCCCCC)C(=O)OCCCCCC 1,2-benzenedicarboxylic acid, dihexyl ester